(R)-6-chloro-7-fluoro-2-(5-(1-fluoro-2-methoxyethyl)-4H-1,2,4-triazol-3-yl)-5-methoxy-1-methyl-3-(1H-pyrazol-4-yl)-1H-indole ClC1=C(C=C2C(=C(N(C2=C1F)C)C1=NN=C(N1)[C@H](COC)F)C=1C=NNC1)OC